(2S,4R)-6-chloro-4-hydroxy-N-[(1S,2SR,4RS,5S)-5-{5-[cis-3-(trifluoromethoxy)cyclobutyl]-1,3,4-oxadiazol-2-yl}-7-oxabicyclo[2.2.1]heptan-2-yl]-3,4-dihydro-2H-1-benzopyran-2-carboxamide ClC=1C=CC2=C([C@@H](C[C@H](O2)C(=O)N[C@@H]2[C@@H]3C[C@@H]([C@@H](C2)O3)C=3OC(=NN3)[C@@H]3C[C@@H](C3)OC(F)(F)F)O)C1 |&1:13,17|